4-(4-((6-Bromohexyl)amino)-2-(cyanomethyl)phenyl)piperazine-1-carboxylic acid tert-butyl ester C(C)(C)(C)OC(=O)N1CCN(CC1)C1=C(C=C(C=C1)NCCCCCCBr)CC#N